6-(3-((benzyloxy)methyl)-4-ethyl-5-oxo-4,5-dihydro-1H-1,2,4-triazol-1-yl)-4-(1-methylcyclopropyl)isoquinolin-1(2H)-one C(C1=CC=CC=C1)OCC1=NN(C(N1CC)=O)C=1C=C2C(=CNC(C2=CC1)=O)C1(CC1)C